FC1=C(C(=C(C=C1OC)OC)F)N1C(N(C2=C(C1)C=NC(=C2)C=2C(=NN(C2)C)C)CC=2OC(=CN2)C)=O 3-(2,6-difluoro-3,5-dimethoxyphenyl)-7-(1,3-dimethyl-1H-pyrazol-4-yl)-1-((5-methyl-oxazol-2-yl)methyl)-3,4-dihydropyrido[4,3-d]pyrimidin-2(1H)-one